4-(2-(1,3,4-oxadiazol-2-yl)-3-(trifluoromethyl)phenoxy)piperidine-1-carboxylic acid tert-butyl ester C(C)(C)(C)OC(=O)N1CCC(CC1)OC1=C(C(=CC=C1)C(F)(F)F)C=1OC=NN1